((1s,3s)-3-hydroxy-3-methylcyclobutyl)(6-(4-methoxybenzyl)-2-azaspiro[3.3]hept-2-yl)methanone OC1(CC(C1)C(=O)N1CC2(C1)CC(C2)CC2=CC=C(C=C2)OC)C